tris(5,5'-di-tert-butyl-4,4'-bipyridyl) phosphite P(O)(O)O.C(C)(C)(C)C=1C(=CC=NC1)C1=CC=NC=C1C(C)(C)C.C(C)(C)(C)C=1C(=CC=NC1)C1=CC=NC=C1C(C)(C)C.C(C)(C)(C)C=1C(=CC=NC1)C1=CC=NC=C1C(C)(C)C